(±)-4-[3-[[4,5-dichloro-1-methyl-6-[[1-(2-trimethylsilylethoxymethyl)imidazol-2-yl]methoxy]indole-2-carbonyl]amino]tetrahydrofuran-3-yl]benzoic acid ClC1=C2C=C(N(C2=CC(=C1Cl)OCC=1N(C=CN1)COCC[Si](C)(C)C)C)C(=O)N[C@@]1(COCC1)C1=CC=C(C(=O)O)C=C1 |r|